tert-butyl N-[(1S)-2-[3-[3-[[3-carbamoyl-6-(tetrahydropyran-4-ylamino)pyrazin-2-yl]amino]phenoxy]propylamino]-1-methyl-2-oxo-ethyl]-N-methyl-carbamate C(N)(=O)C=1C(=NC(=CN1)NC1CCOCC1)NC=1C=C(OCCCNC([C@H](C)N(C(OC(C)(C)C)=O)C)=O)C=CC1